Cl.C[C@@H]1NCC[C@H](C1)CC1=CC=2N(C=C1)N=CC2N2C(NC(CC2)=O)=O 1-(5-(((2S,4R)-2-methylpiperidin-4-yl)methyl)pyrazolo[1,5-a]pyridin-3-yl)dihydropyrimidine-2,4(1H,3H)-dione hydrochloride